2-(3-fluorophenyl)-4-phenylquinazoline FC=1C=C(C=CC1)C1=NC2=CC=CC=C2C(=N1)C1=CC=CC=C1